BrC=1C(=C2C(=NC1)N=C(N2)C2=C(N(C(=C2)C)C2=CC=C(C=C2)OCCN2CCOCC2)C)NC=2C=C(C=CC2)S(=O)(=O)N 3-((6-bromo-2-(2,5-dimethyl-1-(4-(2-morpholinoethoxy)phenyl)-1H-pyrrol-3-yl)-1H-imidazo[4,5-b]pyridin-7-yl)amino)benzenesulfonamide